CC=1[C@H](CC(C1C\C=C/CC)=O)OC(=O)[C@H]1C([C@@H]1C=C(C)C)(C)C (1R,3R)-2,2-dimethyl-3-(2-methyl-1-propenyl)cyclopropanecarboxylic acid (1S)-2-methyl-4-oxo-3-(2Z)-2-pentenyl-2-cyclopenten-1-yl ester